(6-(4-chloro-3-cyclopropyl-1H-pyrrolo[2,3-b]pyridin-5-yl)pyridin-2-yl)tetrahydropyrimidin-2(1H)-one ClC1=C2C(=NC=C1C1=CC=CC(=N1)N1C(NCCC1)=O)NC=C2C2CC2